3-[[4-Ethoxy-3-(3-methyl-[1,2,4]oxadiazol-5-yl)-phenyl]-hydroxy-(4-trifluoromethoxy-phenyl)-methyl]-3-methyl-azetidine-1-carboxylic acid tert-butyl ester C(C)(C)(C)OC(=O)N1CC(C1)(C)C(C1=CC=C(C=C1)OC(F)(F)F)(O)C1=CC(=C(C=C1)OCC)C1=NC(=NO1)C